N1CC(C1)N(C1(CCOCC1)C1=CC=C(C=C1)[C@H](C)NC=1N=CC2=C(N1)N(C(C=C2)=O)C(C)C)C 2-{[(1s)-1-(4-{4-[azetidin-3-yl{methyl}amino]tetrahydro-2H-pyran-4-yl}phenyl)ethyl]amino}-8-(propan-2-yl)pyrido[2,3-d]pyrimidin-7(8H)-one